(1R,2S)-2-(3,4-difluorophenyl)-1-nitrocyclopropane FC=1C=C(C=CC1F)[C@H]1[C@@H](C1)[N+](=O)[O-]